OC1=C(C=CC=C1)N(CCN)C1=C(C=CC=C1)O N,N-bis(2-hydroxyphenyl)ethylenediamine